N1C=NC2=C1C=CC=C2N(CCCO)CCCO 3-[1H-benzimidazol-4-yl-(3-hydroxypropyl)amino]Propan-1-ol